FC=1C=C(C=C(C1)OC1CC(CC1)OC(F)(F)F)C1=C(N=C(S1)NS(=O)(=O)C1=CC(=CC=C1)[N+](=O)[O-])C1=CC=C(C=C1)C(F)(F)F N-(5-(3-fluoro-5-((3-(trifluoromethoxy)cyclopentyl)oxy)phenyl)-4-(4-(trifluoromethyl)phenyl)thiazol-2-yl)-3-nitrobenzenesulfonamide